chloro-(-)-N-(2,2,2-trifluoro-1-(4-methoxyphenyl)ethyl)imidazo[1,2-a]pyridine-6-sulfonamide ClC=1N=C2N(C=C(C=C2)S(=O)(=O)NC(C(F)(F)F)C2=CC=C(C=C2)OC)C1